O=C1C(C=[Ru](I)(I)(I)I)C=CC=C1 (2-oxobenzylidene)ruthenium(VI) iodide